2-[5-[5-[2-[(2-methylpropan-2-yl)oxycarbonylamino]ethyl]-2-oxo-1,3-oxazolidin-3-yl]-3-nitropyridin-2-yl]oxyacetic acid ethyl ester C(C)OC(COC1=NC=C(C=C1[N+](=O)[O-])N1C(OC(C1)CCNC(=O)OC(C)(C)C)=O)=O